ONC(=O)C=1SC=CC1NC1=NC(=NC=C1Cl)NC1=CC(=CC=C1)N1CCOCC1 3-[5-chloro-2-(3-morpholin-4-ylphenylamino)-pyrimidin-4-ylamino]-thiophene-2-carboxylic acid hydroxyamide